C(C(C(=O)O)N)C(=O)OP(=O)(O)O L-aspartyl-4-phosphate